5-((3-benzhydryl-3,6-diazabicyclo[3.1.1]heptane-6-yl)methyl)-2-(2,4-dioxotetrahydropyrimidine-1(2H)-yl)isoindoline-1,3-dione C(C1=CC=CC=C1)(C1=CC=CC=C1)N1CC2N(C(C1)C2)CC=2C=C1C(N(C(C1=CC2)=O)N2C(NC(CC2)=O)=O)=O